3-(3-propan-2-ylphenyl)butyraldehyde CC(C)C=1C=C(C=CC1)C(CC=O)C